C(C)(C)(C)OC([C@@H](COC1=CC=C(C=C1)C=1N=C(N(C1)CCCNC(=O)OC(C)(C)C)[N+](=O)[O-])O)=O (R)-3-(4-(1-(3-((tert-butoxycarbonyl)amino)propyl)-2-nitro-1H-imidazol-4-yl)phenoxy)-2-hydroxypropionic acid tert-butyl ester